4-((2-methoxy-5-chlorobenzyl)amino)-2-((1-methyl-1H-pyrazol-4-yl)amino)pyrimidin-5-carboxamide COC1=C(CNC2=NC(=NC=C2C(=O)N)NC=2C=NN(C2)C)C=C(C=C1)Cl